(S)-3-((4-bromopyridin-2-yl)carbamoyl)pyrrolidine-1-carboxylic acid tert-butyl ester C(C)(C)(C)OC(=O)N1C[C@H](CC1)C(NC1=NC=CC(=C1)Br)=O